ClC=1C(=C(C=C2C=C(N=CC12)NC(=O)[C@H]1[C@@H](C1)C#N)C=1C=NC=CC1C)C(F)(F)F |r| (±)-(trans)-N-[8-chloro-6-(4-methyl-3-pyridinyl)-7-(trifluoromethyl)-3-isoquinolinyl]-2-cyano-cyclopropanecarboxamide